C(C)OC(C)=O.C(C)(=O)OCC Ethyl Acetate Ethyl-Ethanoate